F[C@H]1[C@H]2CCC[C@@H](C[C@H]1OC1=CC=C(N=N1)C1=C(C=C(C=C1)C=1C=NN(C1)C)O)N2 2-(6-(((1r,2s,3r,5s)-2-fluoro-9-azabicyclo[3.3.1]non-3-yl)oxy)pyridazin-3-yl)-5-(1-methyl-1H-pyrazol-4-yl)phenol